N-[2-[1-[2-[4-[4-[(2,6-dioxo-3-piperidyl)oxy]phenyl]-1-piperidyl]acetyl]-4-piperidyl]-7-isopropoxy-imidazo[1,2-a]pyridin-6-yl]-6-(trifluoromethyl)pyridine-2-carboxamide O=C1NC(CCC1OC1=CC=C(C=C1)C1CCN(CC1)CC(=O)N1CCC(CC1)C=1N=C2N(C=C(C(=C2)OC(C)C)NC(=O)C2=NC(=CC=C2)C(F)(F)F)C1)=O